trans-4-(pyridin-2-yloxy)cyclohexanecarboxhydrazide N1=C(C=CC=C1)O[C@@H]1CC[C@H](CC1)C(=O)NN